isooctyl-chlorofluorocarbon C(CCCCC(C)C)[C](F)Cl